[Ru](Cl)(Cl)Cl.C(=O)(O)C1(CC(=NC=C1)C1=NC=CC=C1)C(=O)O.C(=O)(O)C1(CC(=NC=C1)C1=NC=CC=C1)C(=O)O.C(=O)(O)C1(CC(=NC=C1)C1=NC=CC=C1)C(=O)O tris(4,4-dicarboxyl-bipyridyl) ruthenium chloride